[Co].[Mn].[Ni].C(C)(=O)NCC(=O)NC=1C=C2C(N(CC2=CC1)C1C(NC(CC1)=O)=O)=O 2-acetylamino-N-[2-(2,6-dioxo-3-piperidinyl)-3-oxo-isoindolin-5-yl]acetamide Nickel-Manganese-Cobalt